O1COC2=C1C=CC=C2 benzo-1,3-dioxolan